The molecule is any polyprenol diphosphate in which all of the tetrasubstituted C=C double bonds have cis configuration. It is a conjugate acid of an all-cis-polyprenyl diphosphate(3-). CC(=CCC/C(=C(/C)\\COP(=O)(O)OP(=O)(O)O)/C)C